(1S,3S,4S)-N-((S)-1-Cyano-2-((S)-2-oxopiperidin-3-yl)ethyl)-5,5-difluoro-2-(2-hydroxy-2-phenylacetyl)-2-azabicyclo[2.2.2]octane-3-carboxamide C(#N)[C@H](C[C@H]1C(NCCC1)=O)NC(=O)[C@H]1N([C@@H]2CC([C@H]1CC2)(F)F)C(C(C2=CC=CC=C2)O)=O